Cl\C(=C/[C@@H]1C([C@@H]1C(=O)OCC1=C(C(=C(C(=C1F)F)C)F)C)(C)C)\C(F)(F)F 2,4-dimethyl-3,5,6-trifluorobenzyl (1RS)-cis-3-[(Z)-2-chloro-3,3,3-trifluoro-1-propenyl]-2,2-dimethylcyclopropanecarboxylate